FC(OC1=C(C=C(C=C1)OC=1C=NN(C1)[C@@H]1CNCC1)C1=NN(C=C1NC(=O)C=1C=NN2C1N=CC=C2)C)F |r| N-[3-[2-(difluoromethoxy)-5-[1-[rac-(3S)-pyrrolidin-3-yl]pyrazol-4-yl]oxy-phenyl]-1-methyl-pyrazol-4-yl]pyrazolo[1,5-a]pyrimidine-3-carboxamide